(R)-6-(1-(1-(4-cyclopropylphenyl)ethyl)-4-(propane-1-yn-1-yl)-1H-indazole-7-carboxamido)spiro[3.3]heptane-2-carboxylic acid C1(CC1)C1=CC=C(C=C1)[C@@H](C)N1N=CC2=C(C=CC(=C12)C(=O)NC1CC2(CC(C2)C(=O)O)C1)C#CC